2-(3-(2-(7-hydroxy-2-oxo-2H-benzopyran-3-yl)vinyl)-5,5-dimethylcyclohex-2-en-1-ylidene)malononitrile OC1=CC2=C(C=C(C(O2)=O)C=CC2=CC(CC(C2)(C)C)=C(C#N)C#N)C=C1